ClC1=CC(=C(C=C1Cl)O)CN1CCC(CC1)(C1=CC=CC=C1)CO 4,5-dichloro-2-[[4-(hydroxymethyl)-4-phenylpiperidin-1-yl]methyl]phenol